1,1'-biadamantane-3,3'-diamine C12(CC3(CC(CC(C1)C3)C2)N)C23CC1(CC(CC(C2)C1)C3)N